3-Amino-7-chloro-4-(6,7-difluoro-1H-indazol-4-yl)-1H-1,5-naphthyridin-2-one NC=1C(NC2=CC(=CN=C2C1C1=C2C=NNC2=C(C(=C1)F)F)Cl)=O